BrC1=CC(=C(OC2OCC2)C=C1)[N+](=O)[O-] (4-bromo-2-nitrophenoxy)oxetane